4-(3-(((1r,4r)-4-(5-chloro-2-(trifluoromethyl)nicotinamido)cyclohexyl)methyl)-2-oxo-2,3-dihydro-1H-benzo[d]imidazol-1-yl)-N-methyl-picolinamide ClC=1C=NC(=C(C(=O)NC2CCC(CC2)CN2C(N(C3=C2C=CC=C3)C3=CC(=NC=C3)C(=O)NC)=O)C1)C(F)(F)F